NC[C@@H]1[C@@H]([C@@H]([C@H]2NS(NC[C@H]2O1)(=O)=O)O)O (4aR,6R,7R,8R,8aR)-6-(aminomethyl)-7,8-dihydroxyhexahydro-1H,3H-pyrano[3,2-c][1,2,6]thiadiazine 2,2-dioxide